5-Fluoro-4-(indolin-6-yl)-2,3-dimethyl-1H-indole-7-carboxamide TFA Salt OC(=O)C(F)(F)F.FC=1C(=C2C(=C(NC2=C(C1)C(=O)N)C)C)C1=CC=C2CCNC2=C1